CN(CCCNS(=O)(=O)C(C(C(C(F)(F)F)(F)F)(F)F)(F)F)C N-[3-(dimethylamino)propyl]perfluorobutylsulfonamide